ClC1=C2C=3C(=NC(=NC3C=C1B1OC(C(O1)(C)C)(C)C)OC[C@]13CCCN3C[C@@H](C1)F)N(CCO2)C 8-chloro-2-(((2R,7aS)-2-fluorotetrahydro-1H-pyrrolizin-7a(5H)-yl)methoxy)-4-methyl-9-(4,4,5,5-tetramethyl-1,3,2-dioxaborolan-2-yl)-5,6-dihydro-4H-[1,4]oxazepino[5,6,7-de]quinazoline